F[B-](F)(F)F.C(C)(C)C1=C(C(=CC=C1)C(C)C)N1C(N(C=C1)C1=C(C=CC=C1C(C)C)C(C)C)=[Cu-3]=C1N(C=CN1C1=C(C=CC=C1C(C)C)C(C)C)C1=C(C=CC=C1C(C)C)C(C)C bis(1,3-bis(2,6-diisopropylphenyl)imidazole-2-ylidene)copper(I) tetrafluoroborate